(1r,4r)-4-(4-bromo-3-(trifluoromethyl)phenoxy)cyclohexane-1-carbaldehyde BrC1=C(C=C(OC2CCC(CC2)C=O)C=C1)C(F)(F)F